C(CC(C)CCC=C(C)C)SC1=NC(=NS1)C1=CC=CC=C1 Citronellylthio-3-phenyl-1,2,4-thiadiazole